(+)-6-{2-(2-chloro-4-fluorophenyl)-6-[(dimethylamino)methyl]-4,5,6,7-tetrahydropyrazolo[1,5-a]pyrimidin-3-yl}-2-(2-methylphenyl)pyridazin-3(2H)-one ClC1=C(C=CC(=C1)F)C1=NN2C(NCC(C2)CN(C)C)=C1C=1C=CC(N(N1)C1=C(C=CC=C1)C)=O